methyl 3,4,5-trimethoxycyclohexylformate COC1CC(CC(C1OC)OC)C(=O)OC